(2R,3R,4S)-2-[2-chloro-6-[[(1R)-5-fluoroindan-1-yl]amino]purin-9-yl]tetrahydrothiophene-3,4-diol ClC1=NC(=C2N=CN(C2=N1)[C@@H]1SC[C@H]([C@H]1O)O)N[C@@H]1CCC2=CC(=CC=C12)F